NCC1=CC(=C(C(=C1)C)NC(=O)C1=CC2=C(OCCC3=C2SC=C3)C=C1C=1C(=NC(=CC1)C(NCCC)=O)C(=O)OC)F methyl 3-(9-((4-(aminomethyl)-2-fluoro-6-methylphenyl)carbamoyl)-4,5-dihydrobenzo[b]thieno[2,3-d]oxepin-8-yl)-6-(propylcarbamoyl)picolinate